CC=1C=C(C=CC1)C1=NC(=CN1C)C1=CC(=C(C=C1)OC)OC (S)-2-(3-methylphenyl)-3-methyl-5-(3,4-dimethoxyphenyl)imidazole